2-(2-bromo-3,4-difluorophenyl)acetic acid BrC1=C(C=CC(=C1F)F)CC(=O)O